iminodibenzyl-carbon N=C(CC1=CC=CC=C1)CC1=CC=CC=C1